C(C)(C)[C@H]1CN(CCN1)C1=CC=C2C(=N1)OCC=1C=C(C=CC12)C=1C=C(N=NC1)OC 5-{3-[(3S)-3-isopropylpiperazin-1-yl]-6H-isochromeno[3,4-b]pyridin-8-yl}-3-methoxypyridazine